C(C)(C)C1=C(NC2=CC=C(C=C12)C1CCC(CC1)(N)C)C=1C=C(C=2N(C1)N=CN2)OC 4-(3-isopropyl-2-(8-methoxy-[1,2,4]triazolo[1,5-a]pyridin-6-yl)-1H-indol-5-yl)-1-methylcyclohexanamine